COCC1(CCCC1)CN(C1=CC(=NC(=C1N)N)C=1C=NC(=C(C1)C(F)(F)F)C(F)(F)F)C N4-{[1-(methoxymethyl)cyclopentyl]methyl}-N4-methyl-5',6'-bis(trifluoromethyl)[2,3'-bipyridin]-4,5,6-triamine